ClC=1C=CC2=C(N=C(O2)N2CC3(C2)CC(C3)NC(=O)C=3OC(=CC3)S(=O)CC3CC3)C1 N-[2-(5-chloro-1,3-benzoxazol-2-yl)-2-azaspiro[3.3]heptan-6-yl]-5-(cyclopropylmethylsulfinyl)furan-2-carboxamide